2-(pyridin-3-yl)-6-(2,6-diazaspiro[3.4]octan-6-yl)-N-(4-(trifluoromethoxy)pyridin-2-yl)pyrimidin-4-amine N1=CC(=CC=C1)C1=NC(=CC(=N1)NC1=NC=CC(=C1)OC(F)(F)F)N1CC2(CNC2)CC1